COC[C@@H]1CC[C@]2(CCCN12)CO cis-(3-(methoxymethyl)tetrahydro-1H-pyrrolizin-7a(5H)-yl)methanol